C12NCC(C1)(C2)C=2NC(C1=C(N2)N(CCC1)C)=O 2-(2-azabicyclo[2.1.1]hexan-4-yl)-8-methyl-5,6,7,8-tetrahydropyrido[2,3-d]pyrimidin-4(3H)-one